(2R)-benzyloxy-1,4-butanedioic acid dimethyl ester COC([C@@H](CC(=O)OC)OCC1=CC=CC=C1)=O